C(C1=CC=CC=C1)OC1=CC(=C(C=2CCOC21)Br)CN(N)C(C)C 1-((7-(benzyloxy)-4-bromo-2,3-dihydrobenzofuran-5-yl)methyl)-1-isopropylhydrazine